BrCCC(CCN(C1=CC=C(C=C1)C1(CC1)C#N)C1=C(C=CC(=C1)C=1C(=NOC1C)C)C)C 1-(4-((5-bromo-3-methylpentanyl)(5-(3,5-dimethylisoxazol-4-yl)-2-methylphenyl)amino)phenyl)cyclopropane-1-carbonitrile